C(CC)C1=CC=CC(=N1)C#N 6-propylpyridinecarbonitrile